ClCC(=O)NC1=C2C(N(C(C2=CC=C1)=O)C1C(NC(CC1)=O)=O)=O 2-chloro-N-(2-(2,6-dioxopiperidin-3-yl)-1,3-dioxoisoindol-4-yl)acetamide